C(C)(C)C(CCC(=O)OCC(CCCC)CC)CCCCCCCC(=O)OCC(CCCC)CC bis(2-ethylhexyl) γ-isopropyldodecanedioate